N1N=CC(=C1)C1=CC=C(C=C1)NC=1N=C(N=NC1)N1CC2=C(CC1)C=C(N2C)C(=O)N2CC(C2)(F)F (6-(5-((4-(1H-pyrazol-4-yl)phenyl)amino)-1,2,4-triazin-3-yl)-1-methyl-4,5,6,7-tetrahydro-1H-pyrrolo(2,3-c)pyridin-2-yl)(3,3-difluoroazetidin-1-yl)methanone